4-butoxycarbonyl-thioxanthone C(CCC)OC(=O)C1=CC=CC=2C(C3=CC=CC=C3SC12)=O